2-(1-(3-chloropicolinoyl)pyrrolidin-3-yl)-5-hydroxybenzaldehyde ClC=1C(=NC=CC1)C(=O)N1CC(CC1)C1=C(C=O)C=C(C=C1)O